DIISOPROPYL CARBONATE C(OC(C)C)(OC(C)C)=O